1-chloroethyl (2-methyl-4-(5-(2-oxohexahydro-1H-thieno[3,4-d]imidazol-4-yl)pentanamido)butan-2-yl) carbonate C(OC(C)Cl)(OC(C)(CCNC(CCCCC1SCC2NC(NC21)=O)=O)C)=O